F[C@H](C(=O)NC1=C(C=C(C=C1)NCC1=CC=C(C=C1)C(F)(F)F)NC)[C@@H](CCCCC)F (2R,3R)-2,3-difluoro-N-(2-(methylamino)-4-((4-(trifluoromethyl)benzyl)amino)phenyl)octanamide